C(C)C(CC1=C(C=CC=C1)S(=O)(=O)N)CCCC 2-ethylhexyl-benzenesulfonic acid amide